ClC1=CNC2=NC=C(C=C21)C=2C=C1N(N2)CCC12CCN(CC2)S(=O)(=O)CCC 2'-(3-chloro-1H-pyrrolo[2,3-b]pyridin-5-yl)-1-(propane-1-sulfonyl)-5',6'-dihydrospiro[piperidine-4,4'-pyrrolo[1,2-b]pyrazole]